(9H-fluoren-9-yl)methyl (bicyclo[2.2.1]hept-5-en-2-ylmethyl) carbonate C(OCC1C2=CC=CC=C2C=2C=CC=CC12)(OCC1C2C=CC(C1)C2)=O